ClC=1C(=C(C=CC1)NC=1C2=C(N=CN1)C=CC(=N2)N2[C@@H]1CN([C@H](C2)C1)C(C=C)=O)F 1-((1S,4S)-5-(4-((3-Chloro-2-fluorophenyl)amino)pyrido[3,2-d]pyrimidin-6-yl)-2,5-diazabicyclo[2.2.1]heptan-2-yl)prop-2-en-1-one